C(C)C(COC=1C2=CC=CC=C2C(=C2CCCCC12)OCC(CCCC)CC)CCCC 9,10-bis(2-ethylhexyloxy)-1,2,3,4-tetrahydroanthracene